C(CCCCCCC)OC(C=1C(C(=O)OCCCCCCCC)=CC(C(=O)OCCCCCCCC)=C(C(=O)OCCCCCCCC)C1)=O.C(C)C(CC1=C(C(C(=O)O)=CC(=C1C(=O)O)C(=O)O)C(=O)O)CCCC (2-ethylhexyl)pyromellitic acid tetra-n-octyl-pyromellitate